6-(4-{3-[(tert-butyldimethylsilyl)oxy]oxetan-3-yl}phenyl)-3-[4-(propan-2-yloxy)phenyl]imidazo[1,2-a]pyridine [Si](C)(C)(C(C)(C)C)OC1(COC1)C1=CC=C(C=C1)C=1C=CC=2N(C1)C(=CN2)C2=CC=C(C=C2)OC(C)C